3,17β-Estradiol C[C@]12CC[C@H]3[C@H]([C@@H]1CC[C@@H]2O)CCC4=C3C=CC(=C4)O